BrC1=C(C=CC=C1)C1=NC=CC=C1 2-(2-bromophenyl)pyridine